COC(=O)C1=CC(=NN1)CN 3-(aminomethyl)-1H-pyrazole-5-carboxylic acid methyl ester